dodecafluorodecanediol FC(C(C(C(C(C(C(O)(O)F)(F)F)(F)F)(F)F)(F)F)(F)F)CCC